ClC=1C(=C(OCC(=O)OCC)C=CC1)C=O ethyl 2-(3-chloro-2-formylphenoxy)acetate